2-N-((R,E)-4-(methylsulfonyl)but-3-en-2-yl)pyrimidine-2-carboxamide CS(=O)(=O)/C=C/[C@@H](C)NC(=O)C1=NC=CC=N1